C(C1=CC=CC=C1)N(C1(COC1)CNC1=NC=NC2=CC=C(C=C12)C(F)F)CC1=CC=CC=C1 N-((3-(dibenzylamino)oxetan-3-yl)methyl)-6-(difluoromethyl)quinazolin-4-amine